CN(C1=CC=C(C=C1)C)C N,N-Dimethyl-para-toluidin